tert-butyl 4-((6-(2,6-bis(benzyloxy)pyridin-3-yl)benzo[d]oxazol-2-yl)methyl)piperazine-1-carboxylate C(C1=CC=CC=C1)OC1=NC(=CC=C1C1=CC2=C(N=C(O2)CN2CCN(CC2)C(=O)OC(C)(C)C)C=C1)OCC1=CC=CC=C1